COC1=CC=C(CN2CC3=C(C=C(C=C3C2=O)C2N(CCC2)C(=O)OC(C)(C)C)C(F)(F)F)C=C1 tert-butyl 2-(2-(4-methoxybenzyl)-3-oxo-7-(trifluoromethyl)isoindolin-5-yl)pyrrolidine-1-carboxylate